C(C1=CC=CC=C1)OCC1=CC=C(C=C1)NC(=O)C=1C=C(C=CC1OC)C=1C=C(C(=NC1)C)C(=O)O 5-[3-[[4-(benzyloxymethyl)phenyl]carbamoyl]-4-methoxy-phenyl]-2-methyl-pyridine-3-carboxylic acid